NC(CCN(NC(C(CC1CCCC1)NC(OCC1=CC=CC=C1)=O)=O)C(CCl)=O)=O Benzyl N-[2-[2-(3-amino-3-oxo-propyl)-2-(2-chloroacetyl)hydrazino]-1-(cyclopentylmethyl)-2-oxo-ethyl]carbamate